heptadecyl-trimethylammonium C(CCCCCCCCCCCCCCCC)[N+](C)(C)C